methyl 5-[8-(5-acetyl-1-tetrahydropyran-4-yl-6,7-dihydro-4H-pyrazolo[4,3-c]pyridin-3-yl)-3-isoquinolyl]pyridine-2-carboxylate C(C)(=O)N1CC2=C(CC1)N(N=C2C=2C=CC=C1C=C(N=CC21)C=2C=CC(=NC2)C(=O)OC)C2CCOCC2